C(C)(C)(C)OC(=O)N1CCC(=CC1)C1=CC(=C(C(=O)NC2=C(C=C(C=C2)C=2CCN(CC2)C(=O)OC(C)(C)C)F)C=C1)F tert-butyl 4-(4-(4-(1-(tert-butoxycarbonyl)-1,2,3,6-tetrahydropyridin-4-yl)-2-fluorobenzamido)-3-fluorophenyl)-3,6-dihydropyridine-1(2H)-carboxylate